OC1=C(C(=O)C2=CC=CC=C2)C=CC(=C1)OC.[Na] sodium 2-hydroxy-4-methoxybenzophenone